aminopropylimidazole NCCCC=1NC=CN1